N-((8-bromo-1,2,3,5,6,7-hexahydro-s-indacen-4-yl)carbamoyl)-4-hydroxy-5,6,7,8-tetrahydro-4H-5,8-methanocyclohepta[b]furan-2-sulfonamide BrC=1C=2CCCC2C(=C2CCCC12)NC(=O)NS(=O)(=O)C1=CC2=C(O1)C1CCC(C2O)C1